ClC=1C=CC2=C([C@@H](C[C@@H](O2)C(=O)NC23CC(C2)(C3)N3C=NC(=C3)C3=CC(=C(C=C3)Cl)F)O)C1 (2R,4R)-6-chloro-N-{3-[4-(4-chloro-3-fluorophenyl)-1H-imidazol-1-yl]bicyclo[1.1.1]pent-1-yl}-4-hydroxy-3,4-dihydro-2H-1-benzopyran-2-carboxamide